S1C=NC2=C1C=C(C=C2)C2=NC(=NC=C2F)NC2=NC=C(C=C2)CN2CCN(CC2)C(C)C 4-(benzothiazole-6-yl)-5-fluoro-N-(5-((4-isopropylpiperazine-1-yl)methyl)pyridine-2-yl)pyrimidine-2-amine